S(N)(=O)(=O)C1=CC=C(C2=NON=C21)F 4-(sulfamoyl)-7-fluoro-2,1,3-benzoxadiazole